trans-4-((4-(2-Isopropyloxazol-4-yl)pyridine-2-yl)((trans-4-(5-methoxy-6-methylpyridin-2-yl)cyclohexyl)methyl)carbamoyl)cyclohexyl 3-methoxyazetidine-1-carboxylate COC1CN(C1)C(=O)O[C@@H]1CC[C@H](CC1)C(N(C[C@@H]1CC[C@H](CC1)C1=NC(=C(C=C1)OC)C)C1=NC=CC(=C1)C=1N=C(OC1)C(C)C)=O